anti-3-[3-[(dimethylamino)methyl]-4-hydroxy-1-(3-phenylpropyl)piperidin-4-yl]benzamide CN(C)CC1CN(CCC1(O)C=1C=C(C(=O)N)C=CC1)CCCC1=CC=CC=C1